FC1=CC(=NC(=C1)C1CNCCC1)C=1C=NN2C1C=CC=C2 3-(4-fluoro-6-(piperidin-3-yl)pyridin-2-yl)pyrazolo[1,5-a]pyridine